3-[3-tert-butyl-1-(4-methylphenyl)-1H-pyrazol-5-yl]-1-[2-fluoro-4-(tetramethyl-1,3,2-dioxaborolan-2-yl)phenyl]urea C(C)(C)(C)C1=NN(C(=C1)NC(NC1=C(C=C(C=C1)B1OC(C(O1)(C)C)(C)C)F)=O)C1=CC=C(C=C1)C